CN1N=NC(=C1S(=O)(=O)C)C(=O)C1=CC=CC=C1 (1-methyl-5-(methylsulfonyl)-1H-1,2,3-triazol-4-yl)(phenyl)methanone